CC[C@H](C)[C@@H](C(=O)[O-])NC(=O)[C@@H]1CCCN1C(=O)[C@H](CCC(=O)[O-])NC(=O)[C@H](C(C)C)NC(=O)[C@H](CC2=CC=CC=C2)NC(=O)[C@@H]3CCCN3C(=O)[C@H](CC4=CC=C(C=C4)O)[NH3+] The molecule is a peptide anion obtained from the deprotonation of the two carboxy groups, and protonation of the primary amino group of human beta-casomorphin-7. It is the major species at pH 7.3. It has a role as a human metabolite. It is a conjugate base of a beta-casomorphin-7 (human).